3-[4-(3-bromo-2-methyl-phenoxy)cyclohexyl]propan BrC=1C(=C(OC2CCC(CC2)CCC)C=CC1)C